4,5-dihydropyrazolo[4,3-h]quinazoline-3-carboxamide N1N=C(C=2CCC=3C=NC=NC3C21)C(=O)N